(2S,4R)-allyl 4-(2-((1R,3R)-3-((tert-butoxycarbonyl)(methyl)amino)-4-methyl-1-((2-methylallyl)oxy)pentyl)thiazole-4-carboxamido)-2-methyl-5-phenylpentanoate C(C)(C)(C)OC(=O)N([C@H](C[C@@H](OCC(=C)C)C=1SC=C(N1)C(=O)N[C@H](C[C@@H](C(=O)OCC=C)C)CC1=CC=CC=C1)C(C)C)C